5-Chloro-N-(2,3-dihydrobenzofuran-3-yl)-2-methoxynicotinamide ClC=1C=NC(=C(C(=O)NC2COC3=C2C=CC=C3)C1)OC